CC1=C(C(=CC(=C1)C)C)C(C=1NC=CC1)C=1NC=CC1 2,2'-(2,4,6-trimethylphenylmethylene)dipyrrole